4-(dibenzylamino)-1-ethylcyclohexan-1-ol C(C1=CC=CC=C1)N(C1CCC(CC1)(O)CC)CC1=CC=CC=C1